[Te-2].[Zn+2].[Hg+] mercury-zinc telluride